C(CCC)N1C(=NC2=C1C=CC=C2NC2=C(C(=CC(=C2F)F)F)F)C2=CC=CC1=CC=CC=C21 1-Butyl-2-(naphthalen-1-yl)-N-(2,3,5,6-tetrafluorophenyl)-1H-benzo[d]imidazol-4-amine